BrC=1C=C(C=CC1F)C(C(F)(F)F)NS(=O)C(C)(C)C N-(1-(3-bromo-4-fluorophenyl)-2,2,2-trifluoroethyl)-2-methylpropane-2-sulfinamide